3-(dimethylamino)-1,8-dimethoxy-9,10-diphenylacridine CN(C=1C=C(C=2C(C3=C(C=CC=C3N(C2C1)C1=CC=CC=C1)OC)C1=CC=CC=C1)OC)C